N-(4-(4-amino-1-isopropyl-7-(4(R)-(oxetan-3-ylamino)cyclohex-1-en-1-yl)-1H-pyrazolo[4,3-c]pyridin-3-yl)-2-fluorophenyl)-2-chlorobenzenesulfonamide NC1=NC=C(C2=C1C(=NN2C(C)C)C2=CC(=C(C=C2)NS(=O)(=O)C2=C(C=CC=C2)Cl)F)C2=CC[C@@H](CC2)NC2COC2